ClC=1C=C(C=CC1C1=CN=CO1)NC(=O)[C@H]1COC2=CC(=CC=C2C1)F |r| racemic-N-(3-chloro-4-(oxazol-5-yl)phenyl)-7-fluorochromane-3-carboxamide